N,N-di(propoxymethyl)acrylamide C(CC)OCN(C(C=C)=O)COCCC